4-((2-(4-Isopropylpiperidin-1-yl)pyrimidin-5-yl)amino)cyclohexane-1-carboxamide C(C)(C)C1CCN(CC1)C1=NC=C(C=N1)NC1CCC(CC1)C(=O)N